3-{[(tert-butoxy)carbonyl]amino}-3-methylbutyric acid C(C)(C)(C)OC(=O)NC(CC(=O)O)(C)C